(E)-2-((2,6-diaminopyridin-3-yl)diazenyl)phenyl dihydrogen phosphate P(=O)(OC1=C(C=CC=C1)\N=N\C=1C(=NC(=CC1)N)N)(O)O